O1C(CCCC1)O[C@@H](C)C=1N(C=CN1)CC1=NOC(=C1)C1=CC=C(C=C1)C#CC1=CC=C(CN2C(=NN=C2)C(=O)N)C=C1 4-(4-((4-(3-((2-((1S)-1-((tetrahydro-2H-pyran-2-yl)oxy)ethyl)-1H-imidazol-1-yl)methyl)isoxazol-5-yl)phenyl)ethynyl)benzyl)-4H-1,2,4-triazole-3-carboxamide